(1R,2R)-N-(6-((R)-1-cyanospiro[2.2]pentan-1-yl)-7-fluoroisoquinolin-3-yl)-2-(pyridin-2-yl)cyclopropane-1-carboxamide C(#N)[C@@]1(CC12CC2)C=2C=C1C=C(N=CC1=CC2F)NC(=O)[C@H]2[C@@H](C2)C2=NC=CC=C2